(Z)-3-chloro-N-(3-chloro-5-(4H-1,2,4-triazol-3-yl)benzyl)-N-cyclopropylacrylamide tert-butyl-(3-chloro-5-(4,4,5,5-tetramethyl-1,3,2-dioxaborolan-2-yl)benzyl)(cyclopropyl)carbamate C(C)(C)(C)OC(N(C1CC1)CC1=CC(=CC(=C1)B1OC(C(O1)(C)C)(C)C)Cl)=O.Cl\C=C/C(=O)N(C1CC1)CC1=CC(=CC(=C1)C1=NN=CN1)Cl